2-methyl-9-acryloyloxy-10-phenoxy-1,4-dihydro-1,4-methanoanthracene CC=1C2C3=C(C4=CC=CC=C4C(=C3C(C1)C2)OC2=CC=CC=C2)OC(C=C)=O